4-chloro-6-fluoro-3-(3,3,4,4-tetrafluoropyrrolidin-1-yl)-1-tetrahydropyran-2-yl-indazole ClC1=C2C(=NN(C2=CC(=C1)F)C1OCCCC1)N1CC(C(C1)(F)F)(F)F